C1(CCC(CC\C=C/CC)O1)=O (Z)-7-decen-4-olide